C1(=CC=CC=C1)CCCC1=NOC(O1)=O 3-(3-phenylpropyl)-1,4,2-dioxazol-5-one